N1=CC(=CC=C1)C1(CC1)C(=O)O 1-(Pyridin-3-yl)cyclopropane-1-carboxylic acid